N-((S)-3-Amino-5-methyl-2-oxohexyl)-N-(((S)-2-oxopyrrolidin-3-yl)methyl)propiolamide trifluoroacetic acid salt FC(C(=O)O)(F)F.N[C@H](C(CN(C(C#C)=O)C[C@H]1C(NCC1)=O)=O)CC(C)C